C(=C)OC(CCCCCCC)=O CAPRYLIC ACID VINYL ESTER